N-propyl-N',N'-diethylurea C(CC)NC(=O)N(CC)CC